(7-methoxy-6-(piperidin-4-yloxy)quinazolin-4-yl)(4-methoxyphenyl)methanone TFA salt OC(=O)C(F)(F)F.COC1=C(C=C2C(=NC=NC2=C1)C(=O)C1=CC=C(C=C1)OC)OC1CCNCC1